2,2'-methylene-bis[4-(1,1,3,3-tetramethylbutyl)-6-benzotri-azole-2-ylphenol] C(C1=C(C(=CC(=C1)C(CC(C)(C)C)(C)C)N1N=C2C(=N1)C=CC=C2)O)C2=C(C(=CC(=C2)C(CC(C)(C)C)(C)C)N2N=C1C(=N2)C=CC=C1)O